FC1(CCN(CC1)C1=CC=C(C=N1)S(=O)(=O)N1CC2(CC1)CCN(CC2)CCC(C)(C)C)F 2-((6-(4,4-Difluoropiperidin-1-yl)pyridin-3-yl)sulfonyl)-8-(3,3-dimethylbutyl)-2,8-diazaspiro[4.5]decane